[N+](=O)([O-])C1=C(CN2C(CN(CC2)C(CCC2=CC=CC=C2)=O)=O)C=CC=C1 1-(2-nitrobenzyl)-4-(3-phenylpropionyl)piperazin-2-one